C(#N)N=S(=O)(NC(NC1=C2CCCC2=CC=2CCCC12)=O)\C=C\COC[C@]1(N(CCC1)C)C (E)-N'-cyano-3-(((S)-1,2-dimethylpyrrolidin-2-yl)methoxy)-N-((1,2,3,5,6,7-hexahydro-s-indacen-4-yl)carbamoyl)prop-1-ene-1-sulfonimidamide